2-(1-(4-acetylpiperazine-1-carbonyl)piperidin-4-ylidene)-2-(3-chlorophenyl)acetonitrile C(C)(=O)N1CCN(CC1)C(=O)N1CCC(CC1)=C(C#N)C1=CC(=CC=C1)Cl